O1C=CC=2C(NC=CC21)=O 4,5-dihydrofuro[3,2-c]pyridin-4-one